C1(CC2C(CC1)O2)CC[Si](OCC)(CC)CC β-(3,4-epoxycyclohexyl)ethyl-diethylethoxysilane